(2S)-Isopropyl 2-((2,3-dihydro-1H-inden-5-yloxy)((4-formyl-5-hydroxy-6-methylpyridin-3-yl)methoxy)phosphorylamino)propanoate C1CCC2=CC(=CC=C12)OP(=O)(OCC=1C=NC(=C(C1C=O)O)C)N[C@H](C(=O)OC(C)C)C